C(C)(C)(C)C1=CC(=NO1)NC(=O)NC1=CC=C(C=C1)N1C=NC=2C1=NC=CC2 1-(5-tert-butyl-isoxazol-3-yl)-3-(4-imidazo[4,5-b]pyridin-3-yl-phenyl)-urea